(2S,5S)-9-fluoro-8-methyl-2,3,4,5-tetrahydro-2,5-methanopyrido[3,4-f][1,4]oxazepine FC1=C(N=CC=2[C@H]3NC[C@@H](OC21)C3)C